(R and S)-(R)-N-(1-(3-(1,1-difluoro-2-hydroxy-2-methylpropyl)-2-fluorophenyl)ethyl)-2-methylpropane-2-sulfinamide FC(C(C)(C)O)(F)C=1C(=C(C=CC1)[C@@H](C)N[S@](=O)C(C)(C)C)F |&1:16|